octadecyl 3-hydroxyphenyl-phosphorylpropionate OC=1C=C(C=CC1)P(=O)=C(C(=O)OCCCCCCCCCCCCCCCCCC)C